SC1=C(C=CC=C1)C1=C(C=CC=C1)S 2,2'-Dimercaptobiphenyl